5-(7-chloro-5-isobutyl-5H-pyrrolo[3,2-c]pyridazin-3-yl)pyrimidine ClC1=CN(C2=C1N=NC(=C2)C=2C=NC=NC2)CC(C)C